O=C1C2=C(C=3C=CC=NC3C1=O)NC=C2 4,5-dioxo-4,5-dihydro-1H-pyrrolo[2,3-f]quinoline